2-(4-(6-((4-Chloro-2-fluorobenzyl)oxy)pyridin-2-yl)-2-fluorophenyl)acetic acid ClC1=CC(=C(COC2=CC=CC(=N2)C2=CC(=C(C=C2)CC(=O)O)F)C=C1)F